C1(CO1)C=CC1=CC=CC=C1 (epoxyethyl)styrene